The molecule is an alkyl caffeate ester obtained by the formal condensation of the carboxy group of trans-caffeic acid with the 1-hydroxy group of (-)-quinic acid. It has a role as a Camellia sinensis metabolite, a NF-kappaB inhibitor, an antineoplastic agent and an antioxidant. It is a quinic acid and an alkyl caffeate ester. It derives from a trans-caffeic acid. It derives from a hydride of a (-)-quinic acid. C1[C@H](C([C@@H](CC1(C(=O)O)OC(=O)/C=C/C2=CC(=C(C=C2)O)O)O)O)O